BIS(4-TERT-BUTYLPHENYL)IODONIUM TRIFLATE [O-]S(=O)(=O)C(F)(F)F.C(C)(C)(C)C1=CC=C(C=C1)[I+]C1=CC=C(C=C1)C(C)(C)C